C1(=C(C(=C(C=2C=3C(=C(C(=CC3NC12)[2H])[2H])[2H])[2H])[2H])[2H])[2H] Carbazole-1,2,3,4,5,6,7-d7